N-((3R,4S)-1-acetyl-3-((6-(2,6-dichloro-3,5-dimethoxyphenyl)-5,6-dihydropyrimido[5,4-c][1,8]naphthyridin-2-yl)amino)piperidin-4-yl)acrylamide C(C)(=O)N1C[C@H]([C@H](CC1)NC(C=C)=O)NC=1N=CC=2CN(C=3N=CC=CC3C2N1)C1=C(C(=CC(=C1Cl)OC)OC)Cl